aminopropanesulfonamide NC(CC)S(=O)(=O)N